tert-butyl (4-amino-3-fluorophenyl)carbamate NC1=C(C=C(C=C1)NC(OC(C)(C)C)=O)F